[3-[3-(8-fluoroquinolin-5-yl)-1H-pyrazolo[3,4-b]pyrazin-6-yl]-7-(4-methyl-1,3-thiazol-2-yl)-3-azabicyclo[4.1.0]heptan-7-yl]methanamine FC=1C=CC(=C2C=CC=NC12)C1=NNC2=NC(=CN=C21)N2CC1C(C1CC2)(C=2SC=C(N2)C)CN